5'-chloro-2'-[(4-methanesulfonylpiperazin-1-yl)methyl]-7',8'-dihydro-6'H-spiro[cyclohexane-1,9'-furo[2,3-f]quinazoline]-7'-one ClC=1C=C2C(=C3C4(NC(NC13)=O)CCCCC4)OC(=C2)CN2CCN(CC2)S(=O)(=O)C